C(C)(C)(C)OC(N(C)CCCN1C(CC1)(C)\C=C\S(NC(NC1=C2CCCC2=CC=2CCCC12)=O)(=O)=O)=O tert-Butyl-(E)-(3-(2-(2-(N-((1,2,3,5,6,7-hexahydro-s-indacen-4-yl)carbamoyl)sulfamoyl)vinyl)-2-methylazetidin-1-yl)propyl)(methyl)carbamat